N1=C(C=CC=C1)C1(CC1)NC(=O)[C@@H]1CN(CC[C@H]1NC(=O)C=1OC(=NN1)C1=C(C=C(C=C1)F)F)CC1CC1 (3R,4R)-1-cyclopropylmethyl-4-{[5-(2,4-difluoro-phenyl)-[1,3,4]oxadiazole-2-carbonyl]-amino}-piperidine-3-carboxylic acid (1-pyridin-2-yl-cyclopropyl)-amide